C(C)(C)(C)OC(=O)N1C[C@H]2N(CC1)C([C@H](C2)CC#CC2=CC=CC=1N=CSC12)=O (7S,8aS)-7-[3-(1,3-benzothiazol-7-yl)prop-2-yn-1-yl]-6-oxo-octahydropyrrolo[1,2-a]pyrazine-2-carboxylic acid tert-butyl ester